NC(CO)(CO)CO Trometamol